Br[C-]1C(=CC=C1C1=CC(=CC(=C1)C(C)(C)C)C(C)(C)C)C1=CC(=CC(=C1)C(C)(C)C)C(C)(C)C.[CH-]1C=CC=C1.[Fe+2] 1-bromo-2,5-bis(3,5-di-tert-butylphenyl)-ferrocene